FC1=C2CN(C(C2=CC(=C1)CNC1CC(C1)OC)=O)C1=CC(=CC(=N1)NCCCC#N)C1=C(C=CC(=C1)C(F)(F)F)C1=NN=CN1C 4-({6-[4-fluoro-1-oxo-6-({[(1s,3s)-3-methoxycyclobutyl]amino}methyl)-3H-isoindol-2-yl]-4-[2-(4-methyl-1,2,4-triazol-3-yl)-5-(trifluoromethyl)phenyl]pyridin-2-yl}amino)butanenitrile